ClC=1C(=CC2=C(NC(=N2)O[C@H]2[C@@H]3[C@H](OC2)[C@@H](CO3)O)C1)C1=CC=C(C=C1)C1=CC=C(C=C1)S(=O)(=O)NCCOCCO 4'-(6-chloro-2-(((3r,3ar,6r,6ar)-6-hydroxyhexahydrofuro[3,2-b]furan-3-yl)oxy)-1H-benzo[d]imidazol-5-yl)-N-(2-(2-hydroxyethoxy)ethyl)-[1,1'-biphenyl]-4-sulfonamide